ClC1=CC(=C(C(=O)N2C[C@H]([C@H](C2)C)NC(OC(C)(C)C)=O)C(=C1)C)C1=NC=NN2C1=CC(=C2)CN2C(C1C(C1C2=O)(C)C)=O tert-butyl ((3S,4S)-1-(4-chloro-2-(6-((6,6-dimethyl-2,4-dioxo-3-azabicyclo[3.1.0]hexan-3-yl)methyl)pyrrolo[2,1-f][1,2,4]triazin-4-yl)-6-methylbenzoyl)-4-methylpyrrolidin-3-yl)carbamate